[Al].[Cu].[Zn].[Fe].NC=1NC(C2=C(N1)NC(=C2C=2C=CC1=C(OCCN1C)C2)C2=CC=C(C=C2)S(=O)(=O)N(C)C)=O 4-(2-Amino-5-(4-methyl-3,4-dihydro-2H-benzo[b][1,4]oxazin-7-yl)-4-oxo-4,7-dihydro-3H-pyrrolo[2,3-d]pyrimidin-6-yl)-N,N-dimethylbenzenesulfonamide iron-zinc-copper-aluminum